N-((1H-PYRROLO[3,2-C]PYRIDIN-2-YL)METHYL)-3-((3,5-DIMETHYLBENZYL)AMINO)-4-OXO-4,6,7,8-TETRAHYDROPYRROLO[1,2-A]PYRIMIDINE-6-CARBOXAMIDE N1C(=CC=2C=NC=CC21)CNC(=O)C2CCC=1N2C(C(=CN1)NCC1=CC(=CC(=C1)C)C)=O